2-[3,5-dichloro-4-[[5-(methoxymethoxy)-4-[(4-methoxyphenyl)methylsulfanyl]-2-pyridinyl]oxy]phenyl]-6-(difluoromethyl)-1,2,4-triazine-3,5-dione ClC=1C=C(C=C(C1OC1=NC=C(C(=C1)SCC1=CC=C(C=C1)OC)OCOC)Cl)N1N=C(C(NC1=O)=O)C(F)F